C1(CCC2=CC=CC=C12)N1C2=C(C=3C=CC(=CC13)C(C)(C)O)N=CC(=C2)C2=C(N=NN2C)C 2-(5-(2,3-dihydro-1H-inden-1-yl)-3-(1,4-dimethyl-1H-1,2,3-triazol-5-yl)-5H-pyrido[3,2-b]indol-7-yl)propan-2-ol